2,2-difluoro-3-((3-methylpyridin-2-yl)oxy)propanoic acid ethyl ester C(C)OC(C(COC1=NC=CC=C1C)(F)F)=O